decyl-(4-t-butyldimethylsilyloxyphenyl)silane tert-butyl-((4-ethyl-6-formyl-3-(4-hydroxyphenyl)-5-(1H-indazol-5-yl)pyridin-2-yl)methyl)carbamate C(C)(C)(C)N(C(O)=O)CC1=NC(=C(C(=C1C1=CC=C(C=C1)O)CC)C=1C=C2C=NNC2=CC1)C=O.C(CCCCCCCCC)[SiH2]C1=CC=C(C=C1)O[Si](C)(C)C(C)(C)C